ClC1=NNC2=CC=C(C=C12)NC(C1=NC(=C(C(=C1C)C)C#N)OC)=O N-(3-Chloro-1H-indazol-5-yl)-5-cyano-6-methoxy-3,4-dimethylpicolinamide